2-((methylamino)methyl)oxazole-4-carboxylic acid CNCC=1OC=C(N1)C(=O)O